methyl(5-((4-(3-methyl-1H-1,2,4-triazol-1-yl)phenyl)thio)-1H-benzo[d]imidazol-2-yl)carbamate COC(NC1=NC2=C(N1)C=CC(=C2)SC2=CC=C(C=C2)N2N=C(N=C2)C)=O